N=C=O iminoketone